(2S,4S)-4-aminopyrrolidine-1,2-dicarboxylic acid 1-tert-butyl ester 2-methyl ester hydrochloride Cl.COC(=O)[C@H]1N(C[C@H](C1)N)C(=O)OC(C)(C)C